Butyl-4-Hydroxy-3-n-propyl-pyrazol C(CCC)C1=C(C(=NN1)CCC)O